2-{(1R)-1-[3-(1,1-difluoro-2-hydroxy-2-methylpropyl)-2-fluorophenyl]-ethyl}-1H-isoindole-1,3(2H)-dione FC(C(C)(C)O)(F)C=1C(=C(C=CC1)[C@@H](C)N1C(C2=CC=CC=C2C1=O)=O)F